FC=1C=C(C=CC1F)[C@H]1[C@@H](O[C@]([C@H]1C)(C(F)(F)F)C)C(=O)NC1=CC(=NC=C1)C(=O)OC |r| methyl rac-(2R,3S,4S,5R)-4-[[3-(3,4-difluorophenyl)-4,5-dimethyl-5-(trifluoromethyl)tetrahydrofuran-2-carbonyl]amino]pyridine-2-carboxylate